BrC=1C=C2C=NN(C2=CC1C(N(C)OC)=O)C(=O)OC(C)(C)C tert-Butyl 5-bromo-6-(methoxy(methyl)carbamoyl)-1H-indazole-1-carboxylate